CC1=C(NC2=CC=CC=C12)C1=CC=NC=C1 3-methyl-2-(pyridin-4-yl)-1H-indole